3-((6-Amino-5-(4-phenoxy-phenyl)-pyrimidin-4-ylamino)-methyl)-N-methoxy-N-methyl-benzamide NC1=C(C(=NC=N1)NCC=1C=C(C(=O)N(C)OC)C=CC1)C1=CC=C(C=C1)OC1=CC=CC=C1